5-cyclopropyl-4-[(1H-imidazol-1-yl)carbonyl]-3-[4-methoxybicyclo[2.2.2]octan-1-yl]-1,2-oxazole C1(CC1)C1=C(C(=NO1)C12CCC(CC1)(CC2)OC)C(=O)N2C=NC=C2